C(CCC)N1C(CCC1)=O N-n-butylpyrrolidinone